1-{[3-(2-chlorophenyl)-2-(2,4-difluorophenyl)oxiran-2-yl]methyl}-1H-1,2,4-triazol-5-ylthiocyanate ClC1=C(C=CC=C1)C1C(O1)(C1=C(C=C(C=C1)F)F)CN1N=CN=C1SC#N